B(O)(O)O.N1=PN=PN=P1 cyclotriphosphazene borate